B(OC1=CC=CC=C1C)(OC2=CC=CC=C2C)OC3=CC=CC=C3C tritolyl borate